O(C1=CC=CC=C1)C1CCN(CC1)C(=O)C1=CC=2CCCCC2C=C1 4-phenoxy-1-(5,6,7,8-tetrahydronaphthalene-2-carbonyl)piperidine